C(N)(=O)C1=CC=C(CNC(NC2CC3(CC(C3)NC(OC(C)(C)C)=O)C2)=O)C=C1 tert-butyl (6-(3-(4-carbamoylbenzyl)ureido)spiro[3.3]heptan-2-yl)carbamate